2-hydrazino-6-[(4-bromophenyl)amino]pyrimidine-4-carbonitrile N(N)C1=NC(=CC(=N1)C#N)NC1=CC=C(C=C1)Br